1-ethyl-6-hydroxy-4-methyl-2-oxo-1,2-dihydropyridine-3-carbonitrile C(C)N1C(C(=C(C=C1O)C)C#N)=O